ClC1=CC(=C2C(C(=CN(C2=N1)C1=NC=NS1)C(=O)O)=O)C 7-chloro-5-methyl-4-oxo-(1,2,4-thiadiazol-5-yl)-1,4-dihydro-1,8-naphthyridine-3-carboxylic acid